tert-butyl 3-(4-(4-(3-hydroxypropyl)piperidin-1-yl)pyridin-3-yl)azetidine-1-carboxylate OCCCC1CCN(CC1)C1=C(C=NC=C1)C1CN(C1)C(=O)OC(C)(C)C